B(OCCCCCCCC)(OCCCCCCCC)OCCCCCCCC trin-octyl borate